1-(tert-Butoxycarbonyl)-6-cyano-2-((3,4-dihydroquinolin-1(2H)-yl)methyl)indoline-3-carboxylic acid C(C)(C)(C)OC(=O)N1C(C(C2=CC=C(C=C12)C#N)C(=O)O)CN1CCCC2=CC=CC=C12